4-bromo-2-phenylfuro[3,2-c]pyridine BrC1=NC=CC2=C1C=C(O2)C2=CC=CC=C2